[Br-].C(CCCCCCCCC)[NH3+] (Decyl)Ammonium bromide